C(C)(C)(C)OC(=O)N1CC(CC1)CO 3-(Hydroxymethyl)pyrrolidine-1-carboxylic acid tert-butyl ester